CC=1C=C(N=NC1C=C)NC(OC(C)(C)C)=O tert-butyl (5-methyl-6-vinylpyridazin-3-yl)carbamate